BrC=1C=C(SC1)[C@@H](C)NC1=NC(=NC2=CC(=C(C=C12)C1CCC(CC1)C(=O)O)OC)C (1R,4R)-4-(4-(((R)-1-(4-bromothien-2-yl)ethyl)amino)-7-methoxy-2-methylquinazolin-6-yl)cyclohexane-1-carboxylic acid